ClC=1N=NC(=CC1C1=C(C(=CC=C1)C)F)Cl 3,6-dichloro-4-(2-fluoro-3-methylphenyl)-pyridazine